C(C)(=O)NC1=CC=NN1C1=NN=C(S1)NC(=O)C1=CC(=C(C(O1)=O)OCC(COC)O[Si](C1=CC=CC=C1)(C1=CC=CC=C1)C(C)(C)C)C1=C(C=CC=C1OC)OC N-(5-(5-acetamido-1H-pyrazol-1-yl)-1,3,4-thiadiazol-2-yl)-3-(2-((tert-butyldiphenylsilyl)oxy)-3-methoxypropoxy)-4-(2,6-dimethoxyphenyl)-2-oxo-2H-pyran-6-carboxamide